[K].[K].C(CO)O ethylene glycol dipotassium